ClC1=C(C=C(C=C1)B(O)O)C(NC(C)(C)C)=O 4-CHLORO-3-(T-BUTYLCARBAMOYL)PHENYLBORONIC ACID